[Si]([O-])([O-])([O-])[O-].[Cu+2].O.[Cu+2] water copper silicate